5-bromo-4-formyl-2-(trifluoromethylsulfanyl)pyridine-3-carboxylic acid BrC=1C(=C(C(=NC1)SC(F)(F)F)C(=O)O)C=O